C(#N)C1=CC=C(C=2N1N=CC2)N2C[C@@H](O[C@@H](C2)C)C(=O)NC(CC)(C)C (2r,6r)-4-(7-cyanopyrazolo[1,5-a]pyridin-4-yl)-N-(1,1-dimethylpropyl)-6-methyl-morpholine-2-carboxamide